Methyl 2-{4-[4-fluoro-2-(4-methyl-1,2,4-triazol-3-yl) phenyl]pyridin-2-yl}-7-(trifluoromethyl)-1,3-benzoxazole-5-carboxylate FC1=CC(=C(C=C1)C1=CC(=NC=C1)C=1OC2=C(N1)C=C(C=C2C(F)(F)F)C(=O)OC)C2=NN=CN2C